C(C)OC(CC\C=C\C=C/CCCCC)OCC (4E,6Z)-1,1-diethoxy-4,6-dodecadiene